(2S,5R)-4-(1-(2,3-dihydrobenzo[b][1,4]dioxin-6-yl)ethyl)-2,5-diethylpiperazine-1-carboxylic acid tert-butyl ester C(C)(C)(C)OC(=O)N1[C@H](CN([C@@H](C1)CC)C(C)C1=CC2=C(OCCO2)C=C1)CC